methyl (1,2,3,5,6,7-hexahydro-s-indacen-4-yl)carbamate C1CCC2=C(C=3CCCC3C=C12)NC(OC)=O